Cl.C1S(CC12CNC2)(=O)=O 2-thia-6-aza-spiro[3.3]heptane-2,2-dioxide hydrochloride